racemic-N-methyl-3-(2-methylphenoxy)amphetamine CN[C@H](C)CC1=CC(=CC=C1)OC1=C(C=CC=C1)C |r|